3,4-dimethylpyrazole dihydrogen phosphate salt P(=O)(O)(O)O.CC1=NNC=C1C